FC1CC(CN(C1)C1C(CC(C1)C1=CC=C(C=C1)F)OC1=NC=NC=C1)N 5-fluoro-1-[4-(4-fluorophenyl)-2-pyrimidin-4-yloxy-cyclopentyl]piperidin-3-amine